N-(2-Chloro-3-methylphenyl)-3,3-dimethoxypropionamide ClC1=C(C=CC=C1C)NC(CC(OC)OC)=O